2-((5-chloro-2-((2-(difluoromethoxy)-4-(piperazin-1-yl)phenyl)amino)pyrimidin-4-yl)amino)thiophene-3-carboxamide ClC=1C(=NC(=NC1)NC1=C(C=C(C=C1)N1CCNCC1)OC(F)F)NC=1SC=CC1C(=O)N